CC=1C2(CC2)C2(OCCO2)C(C2=CC=CC12)=O 7'-methyl-4'H-dispiro[cyclopropane-1,6'-indene-5',2''-[1,3]dioxolan]-4'-one